P(=O)(OCC(COC(C=C)(C)C)COC(C=C)(C)C)(Cl)Cl (3-(1,1-dimethylallyloxy)-2-((1,1-dimethylallyloxy) methyl) propyl) dichlorophosphate